tert-butyl 6-{3-chloro-4-methyl-5H,6H,7H-pyrrolo[2,3-c]pyridazin-7-yl}pyridine-2-carboxylate ClC1=C(C2=C(N=N1)N(CC2)C2=CC=CC(=N2)C(=O)OC(C)(C)C)C